(2R,4r)-6-(7-chloro-8-fluoro-2-(((2R,7aS)-2-fluorotetrahydro-1H-pyrrolizin-7a(5H)-yl)methoxy)pyrido[4,3-d]pyrimidin-4-yl)-6-azaspiro[3.5]nonan-2-ol ClC1=C(C=2N=C(N=C(C2C=N1)N1CC2(CC(C2)O)CCC1)OC[C@]12CCCN2C[C@@H](C1)F)F